(3-((2-methylallyl)oxy)phenyl)acetamide CC(COC=1C=C(C=CC1)CC(=O)N)=C